6-(1-cyclopropyl-4-(4-fluorophenyl)-1H-imidazol-5-yl)imidazo[1,2-b]pyridazine-3-carbonitrile C1(CC1)N1C=NC(=C1C=1C=CC=2N(N1)C(=CN2)C#N)C2=CC=C(C=C2)F